1-propenyl-2-methyl-oxyethane C(=CC)CCOC